pyrazine-2,3-dicarboxylic acid diisobutyl ester C(C(C)C)OC(=O)C1=NC=CN=C1C(=O)OCC(C)C